Tert-butyl 4-(4-(((cis)-9-(methoxycarbonyl)-2,2,3,3-tetramethyl-7,12-dioxo-4,11-dioxa-8-aza-3-silatridecan-6-yl)carbamoyl)thiazol-2-yl)-2,6-dimethylpiperazine-1-carboxylate COC(=O)C(NC(C(CO[Si](C(C)(C)C)(C)C)NC(=O)C=1N=C(SC1)N1CC(N(C(C1)C)C(=O)OC(C)(C)C)C)=O)COC(C)=O